ClC1=CC=C(/C=C/B2OC(C(O2)(C)C)(C)C)C=C1 (E)-2-(4-chlorostyryl)-4,4,5,5-tetramethyl-1,3,2-dioxaborolan